diethyl 1,3-dithian-2-ylphosphonate S1C(SCCC1)P(OCC)(OCC)=O